2-(3-(5-bromopyrimidin-2-yl)-4-methyl-2-oxo-2,3-dihydro-1H-benzo[d]imidazol-1-yl)acetic acid BrC=1C=NC(=NC1)N1C(N(C2=C1C(=CC=C2)C)CC(=O)O)=O